ClC1=CC(=NC2=CC=C(C=C12)C(=O)O)C 4-chloro-2-methylquinoline-6-carboxylic acid